N1C=2N(CC1C(=O)[O-])C=CN2 2,3-dihydro-1H-imidazo[1,2-a]imidazole-2-carboxylate